tert-butyl (R)-2-({7-[(benzyloxycarbonyl)methoxy]-4-quinolyl}carbonylamino)propionate C(C1=CC=CC=C1)OC(=O)COC1=CC=C2C(=CC=NC2=C1)C(=O)N[C@@H](C(=O)OC(C)(C)C)C